alpha-methyl-3,4-dihydroxyphenylalanine C[C@](N)(CC1=CC(=C(C=C1)O)O)C(=O)O